5-(2-{[1-(3-chloro(2-pyridyl))-isopropyl]amino}pyrimidin-5-yl)pyridazine-3-carboxamide ClC=1C(=NC=CC1)C(C)(C)NC1=NC=C(C=N1)C=1C=C(N=NC1)C(=O)N